5-chloro-2-{3-chloro-2-[5-(difluoromethyl)isooxazol-3-yl]phenoxy}pyrimidine ClC=1C=NC(=NC1)OC1=C(C(=CC=C1)Cl)C1=NOC(=C1)C(F)F